5-(2-(((4,4-difluorocyclohexyl)methyl)amino)-7H-pyrrolo[2,3-d]pyrimidin-5-yl)-N-(2-fluoro-2-methylpropyl)pyrazolo[1,5-a]pyridine-3-carboxamide FC1(CCC(CC1)CNC=1N=CC2=C(N1)NC=C2C2=CC=1N(C=C2)N=CC1C(=O)NCC(C)(C)F)F